Methyl-9-methyl-3,4,7,17-tetraazatricyclo[12.3.1.02,6]Octadec-1(18),2(6),4,14,16-pentaen-8-one CN1C=2C=3N=CC=C(CCCCC(C(NC2C=N1)=O)C)C3